[N+](=[N-])=CC(CC[C@@H](C(=O)O)NC([C@H](C)OC)=O)=O (S)-6-diazo-2-((S)-2-methoxypropanamido)-5-oxohexanoic acid